1-((4-cyanopyridin-2-yl)methyl)-5-methyl-1H-indole-2-carboxylate C(#N)C1=CC(=NC=C1)CN1C(=CC2=CC(=CC=C12)C)C(=O)[O-]